C(C)(C)[C@H]1C(NC=2C(=NC(=NC2N1C)N[C@H]1CN(CC1)C(C1=CC(=C(C(=C1)F)F)F)=O)C)=O (7S)-7-isopropyl-4,8-dimethyl-2-(((R)-1-(3,4,5-trifluorobenzoyl)pyrrolidin-3-yl)amino)-7,8-dihydropteridin-6(5H)-one